5-cyclooctyloxycarbonyl-methyl-oxycarbonyl-7-oxo-bicyclo[2.2.1]Hept-2-ene C1(CCCCCCC1)OC(=O)C1C2C=CC(C1)(C2=O)C(=O)OC